2,2-bis(trifluoromethyl)-1,3-dioxane FC(C1(OCCCO1)C(F)(F)F)(F)F